1,1-dimethylpyrrolidinium tetrafluoroborate F[B-](F)(F)F.C[N+]1(CCCC1)C